FC=1C(=C(C=CC1F)C(=O)N1CC(C1)(O)CNCC1N(CCC1)CC)NC1=C(C=C(C=C1)I)F 1-({3,4-difluoro-2-[(2-fluoro-4-iodophenyl)amino]phenyl}carbonyl)-3-({[(1-ethylpyrrolidin-2-yl)methyl]amino}methyl)azetidin-3-ol